C(C=C)(=O)[O-] acryloate